C(C)(C)(C)N(C([O-])=O)C1(CC(C1)(O)C1=NC=C(N=C1)Br)C.COS(=O)(=O)C=1C(=CC=C2C=CC=CC12)S(=O)(=O)O.[Rb+] Rubidium methylnaphthalenedisulfonate tert-butyl-((1r,3r)-3-(5-bromopyrazin-2-yl)-3-hydroxy-1-methylcyclobutyl)carbamate